CN(CC(=O)N1CCCCC1)C 1-(2-dimethylamino-acetyl)-piperidin